BrC=1C=C2C(=CN(C2=CC1)C(CBr)=O)/C(=C/C=1C=C(C#N)C=CC1OC)/C#N (Z)-3-(2-(5-bromo-1-(2-bromoacetyl)-1H-indol-3-yl)-2-cyanovinyl)-4-methoxybenzonitrile